C(C)(C)(C)OC(N(C1=NC=CC(=C1F)CC=1C=NC=C(C1C)NC1=C(C=C(C=C1)CC(C)C)F)C(=O)OC(C)(C)C)=O tert-butyloxycarbonyl-N-[3-fluoro-4-[[5-(2-fluoro-4-isobutyl-anilino)-4-methyl-3-pyridinyl]methyl]-2-pyridinyl]carbamic acid tert-butyl ester